COCCOCCOC1=CC=C(C=C1)C1CC(CC(C1)=O)=O 5-(4-(2-(2-methoxyethoxy)ethoxy)phenyl)cyclohexane-1,3-dione